[Ir].[Ag].[Cu].[Au] gold-copper-silver-iridium